C(C)(C)(C)[Si](OCC1=C(C(=NC=C1)NS(=O)(=O)N(C)C)F)(C)C 4-{[(tert-butyl)bis(methyl)siloxy]methyl}-2-(dimethylaminosulfonylamino)-3-fluoropyridine